CC1=C(C=CC=C1C)NC=1N=C2N(C(N1)C1=C(C=CC=C1)OC)C(=CC(=N2)C)O 2-[(2,3-dimethylphenyl)amino]-4-(2-methoxyphenyl)-8-methyl-4H-pyrimido[1,2-a][1,3,5]triazin-6-ol